[Ni].C(OC)COC dimethoxyethane nickel